tert-Butyl (2R,4S)-4-((tert-butyldiphenylsilyl)oxy)-2-((4-fluoro-3-isopropoxy-2-(methoxycarbonyl)-5-methylphenyl)ethynyl)pyrrolidin-1-carboxylate [Si](C1=CC=CC=C1)(C1=CC=CC=C1)(C(C)(C)C)O[C@H]1C[C@@H](N(C1)C(=O)OC(C)(C)C)C#CC1=C(C(=C(C(=C1)C)F)OC(C)C)C(=O)OC